C1(CC1)CC1=C(C=CC(=C1)OCC1=CC(=CC=C1)F)NC(C=C)=O N-(2-(cyclopropylmethyl)-4-((3-fluorobenzyl)oxy)phenyl)acrylamide